(S)-2-oxooxazolidine-5-carboxylic acid O=C1O[C@@H](CN1)C(=O)O